3-(8-methyl-4-oxobenzofuro[3,2-d]pyrimidin-3(4H)-yl)-N-(3-(trifluoromethyl)benzyl)propanamide CC=1C=CC2=C(C1)C=1N=CN(C(C1O2)=O)CCC(=O)NCC2=CC(=CC=C2)C(F)(F)F